OCCNC1=CC=C(C=N1)CNC(=O)NC=1SC=C(N1)C(C)(C)C1=CC=C(C=C1)OC 1-((6-((2-hydroxyethyl)amino)pyridin-3-yl)methyl)-3-(4-(2-(4-methoxyphenyl)propan-2-yl)thiazol-2-yl)urea